C(#N)C=CC#N dicyanoethylene